6,7-dichloro-3-ethyl-2-((S)-1-((R)-6-methyl-1,4-diazepan-1-yl)butyl)quinazolin-4(3H)-one ClC=1C=C2C(N(C(=NC2=CC1Cl)[C@H](CCC)N1CCNC[C@H](C1)C)CC)=O